N-2-naphthyl-N'-phenylguanidine C1=C(C=CC2=CC=CC=C12)NC(=N)NC1=CC=CC=C1